Ethyl (S)-3-(4'-bromo-4-fluoro-2'-hydroxy-5,6'-dimethyl-[1,1'-biphenyl]-3-yl)-3-((tert-butoxycarbonyl)amino)propanoate BrC1=CC(=C(C(=C1)C)C1=CC(=C(C(=C1)C)F)[C@H](CC(=O)OCC)NC(=O)OC(C)(C)C)O